6,7-difluoro-3-(4-hydroxyphenyl)-3-(6-(trifluoromethyl)pyridin-3-yl)indol-2-one FC1=CC=C2C(C(NC2=C1F)=O)(C=1C=NC(=CC1)C(F)(F)F)C1=CC=C(C=C1)O